C(=O)O.O1CCOC2=C1C=CC=C2C2=CC=C(C=C2)NC2=CC(=CC=C2)CN(C)C [4-(2,3-Dihydro-benzo[1,4]dioxin-5-yl)-phenyl]-(3-dimethylaminomethyl-phenyl)-amine, formate salt